C(CC(O)(C(=O)[O-])CC(=O)[O-])(=O)[O-].[Rh+2].C(CC(O)(C(=O)[O-])CC(=O)[O-])(=O)[O-].[Rh+2].[Rh+2] rhodium(II) citrate